32-azido-3,6,9,12,15,18,21,24,27,30-decaoxadotriacontan N(=[N+]=[N-])CCOCCOCCOCCOCCOCCOCCOCCOCCOCCOCC